FC1=C(C=C2CN(C(C2=C1)=O)C1C(NC(CC1)=O)=O)OC 3-(6-fluoro-5-methoxy-1-oxoisoindolin-2-yl)piperidine-2,6-dione